ClC=1C=C(OC2C(C(C2(C)C)NC(=O)C=2N=NC(=CC2)N2CC(C2)C=O)(C)C)C=CC1C#N N-[3-(3-chloro-4-cyano-phenoxy)-2,2,4,4-tetramethyl-cyclobutyl]-6-(3-formylazetidin-1-yl)pyridazine-3-carboxamide